4-(2-hydroxy-2-methyl-1-oxopropyl)-1H-indene OC(C(=O)C1=C2C=CCC2=CC=C1)(C)C